C1(=C(C=CC=C1)C=1NC=CC1)C tolylazole